N-(1-methylheptyl)-N-phenyl-p-phenylenediamine CC(CCCCCC)N(C1=CC=C(C=C1)N)C1=CC=CC=C1